C1(=CC=CC=C1)NC1=NC(=NC=C1C(=O)N)NC1CCOCC1 4-(phenylamino)-2-(tetrahydro-2H-pyran-4-ylamino)pyrimidine-5-carboxamide